C(CC)C(CCCN)(N)CCC dipropyl-1,4-butanediamine